[K].[Fe] Iron-Potassium